2-[(2S)-2-(benzyloxy)propoxy]ethyl methanesulfonate CS(=O)(=O)OCCOC[C@H](C)OCC1=CC=CC=C1